1,2-dinonoyl-sn-glycero-3-phosphocholine C(CCCCCCCC)(=O)OC[C@@H](OC(CCCCCCCC)=O)COP(=O)([O-])OCC[N+](C)(C)C